C1(C=CC(N1CCCCCC(=O)OC1(C(=O)NC(C1)=O)S(=O)(=O)O)=O)=O [maleimidocaproyloxy]sulfosuccinimide